(1S,3S)-3-((6-(5-(((cyclopentyloxy)carbonyl)amino)-1-methyl-1H-1,2,3-triazol-4-yl)-2-methylpyridin-3-yl)oxy)cyclohexane-1-carboxylic acid C1(CCCC1)OC(=O)NC1=C(N=NN1C)C1=CC=C(C(=N1)C)O[C@@H]1C[C@H](CCC1)C(=O)O